1,3,6-tris-cyanonaphthalene C(#N)C1=CC(=CC2=CC(=CC=C12)C#N)C#N